FC=1C=C2C(=CNC2=C(C1)F)CCN(C)CC 2-(5,7-difluoro-1H-indol-3-yl)-N-ethyl-N-methylethan-1-amine